C[C@@H]1COCCN1C1=CC(=NC(=N1)S(=O)(=O)C)C1S(CCC1)(=O)=O 2-(6-((R)-3-methylmorpholino)-2-(methylsulfonyl)pyrimidin-4-yl)tetrahydrothiophene 1,1-dioxide